sodium oxacyclopentane-3-sulfinate O1CC(CC1)S(=O)[O-].[Na+]